rac-(2R,3R,4S)-4-[[3-(3,4-difluoro-2-methoxy-phenyl)-4,5,5-trimethyl-tetrahydrofuran-2-carbonyl]amino]pyridine-2-carboxamide FC=1C(=C(C=CC1F)[C@@H]1[C@@H](OC([C@H]1C)(C)C)C(=O)NC1=CC(=NC=C1)C(=O)N)OC |r|